C(CCCCCCCCCCCCCCCCCCCCC)(=O)OCC(COC(CCCCCCCCCCCCCCCCCCCCC)=O)(COC(CCCCCCCCCCCCCCCCCCCCC)=O)COC(CCCCCCCCCCCCCCCCCCCCC)=O pentaerythritol tetrabehenate